OS(=O)(=O)C(F)(F)F.C(C)(=O)OCC1=C(C(=CC=C1CC1=NCCC2=CC(=C(C=C12)OC)OC)OCC1=CC=CC=C1)OC 3-(benzyloxy)-6-((6,7-dimethoxy-3,4-dihydro-isoquinolin-1-yl) methyl)-2-methoxybenzyl acetate triflate